S1C(=NC2=C1C=CC=C2)NC2=C(C=C(N=N2)N(C=2SC(=C(N2)C(=O)O)CCCOC)CCCOC)C 2-({6-[(1,3-benzothiazol-2-yl)amino]-5-methylpyridazin-3-yl}(3-methoxypropyl)amino)-5-(3-methoxypropyl)-1,3-thiazole-4-carboxylic acid